1-ethyl-6-fluoro-7-piperazin-1-yl-3-(4-methoxycinnamoyl)-quinolin-4(1H)-one C(C)N1C=C(C(C2=CC(=C(C=C12)N1CCNCC1)F)=O)C(C=CC1=CC=C(C=C1)OC)=O